C(C)(=O)O[C@@H]1[C@H](O[C@H]([C@@H]([C@H]1OC(C)=O)OC(C)=O)OC1=C(C=CC2=C1C[C@H]1CCCN([C@@H]1C2)CCC)O)C(=O)OCC (2S,3S,4S,5R,6S)-2-(ethoxycarbonyl)-6-(((4aR,10aR)-7-hydroxy-1-propyl-1,2,3,4,4a,5,10,10a-octahydrobenzo[g]quinolin-6-yl)oxy)tetrahydro-2H-pyran-3,4,5-triyl triacetate